N-[2-(5-Cyclopropyl-1H-indol-3-yl)ethyl]acetamide C1(CC1)C=1C=C2C(=CNC2=CC1)CCNC(C)=O